O[C@H]1CN=C(N[C@@H]1C(=O)O)C (5S,6S)-5-hydroxy-2-methyl-1,4,5,6-tetrahydropyrimidine-6-carboxylic acid